tetrachloroHafnium Cl[Hf](Cl)(Cl)Cl